2-(methylthio)-7-oxo-8-(1-phenylethyl)-7,8-dihydropyrido[2,3-d]pyrimidine-6-carbonitrile CSC=1N=CC2=C(N1)N(C(C(=C2)C#N)=O)C(C)C2=CC=CC=C2